B(OC(=C)C(F)(F)F)([O-])[O-].[K+].[K+] potassium trifluoro(prop-1-en-2-yl) borate